4-(3-Amino-1H-indazol-5-yl)-1H-pyrrolo[2,3-b]pyridine-2-carboxylic acid NC1=NNC2=CC=C(C=C12)C1=C2C(=NC=C1)NC(=C2)C(=O)O